N-(cyanomethyl)-5-(2-((1-cyclopropyl-1H-pyrazol-4-yl)amino)-5-methylpyrimidin-4-yl)pyridinecarboxamide C(#N)CNC(=O)C1=NC=C(C=C1)C1=NC(=NC=C1C)NC=1C=NN(C1)C1CC1